N-tert-butyl-6-(4-chloro-3-methyl-anilino)-3-methoxy-pyridine-2-carboxamide C(C)(C)(C)NC(=O)C1=NC(=CC=C1OC)NC1=CC(=C(C=C1)Cl)C